(R)-2-(tert-butyl-dimethyl-silanyloxymethyl)-4-[6-(2,5-dimethyl-pyrrol-1-yl)-4-methyl-pyridin-3-yl]-piperazine-1-carboxylic acid tert-butyl ester C(C)(C)(C)OC(=O)N1[C@H](CN(CC1)C=1C=NC(=CC1C)N1C(=CC=C1C)C)C(O[SiH2]C(C)(C)C)(C)C